tert-butyl (S)-2-((2-(4-bromo-2-chlorophenyl)-7-chloroimidazo[1,2-a]pyridin-3-yl)methyl)morpholine-4-carboxylate BrC1=CC(=C(C=C1)C=1N=C2N(C=CC(=C2)Cl)C1C[C@H]1CN(CCO1)C(=O)OC(C)(C)C)Cl